OC1=CC=C(C=C1)C(=C(CC)C1=CC=C(C=C1)O)C1=CC=C(C=C1)N1CCC(CC1)CN[C@@H]1CN(CCC1)C=1C=C2C(N(C(C2=CC1)=O)C1C(NC(CC1)=O)=O)=O 5-((S)-3-(((1-(4-(1,2-bis(4-hydroxyphenyl)but-1-en-1-yl)phenyl)piperidin-4-yl)methyl)amino)piperidin-1-yl)-2-(2,6-dioxopiperidin-3-yl)isoindoline-1,3-dione